1-((1-(benzyloxy)cyclopropyl)methyl)-4-methyl-5-(2-(trifluoromethyl)phenyl)-1H-pyrrole-3-carboxylic acid C(C1=CC=CC=C1)OC1(CC1)CN1C=C(C(=C1C1=C(C=CC=C1)C(F)(F)F)C)C(=O)O